OC1=CC=C(C=C1)C(C=CC1=CC(=CC=C1)[N+](=O)[O-])=O 1-(4-hydroxyphenyl)-3-m-nitrophenyl-2-propen-1-one